IC=1C=C(OCCCSCC2=CNC(O2)=S)C=CC1 5-[(3-iodophenoxypropylthio)methyl]oxazol-2(3H)-thione